C(C1=CC=CC=C1)OC(C(O[Si](C)(C)C(C)(C)C)[C@H]1CN(CCO1)C(=O)OC(C)(C)C)=O tert-Butyl (2R)-2-(2-(benzyloxy)-1-((tert-butyldimethylsilyl)oxy)-2-oxoethyl)morpholine-4-carboxylate